C1(CCCC1)NC(=O)C1=CC(=NC(=C1)C=1N=NN(C1)C=1C(=C(C(=O)O)C=CC1)O)C=1N=NN(C1)C=1C(=C(C(=O)O)C=CC1)O 4'-((4-(cyclopentylcarbamoyl)pyridine-2,6-diyl)bis(1H-1,2,3-triazole-4,1-diyl))bis(2-hydroxybenzoic acid)